3-mercaptopropionamide SCCC(=O)N